FC1(CC2(C1)CC(N(CC2)CC2=C1C=CN(C1=C(C=C2OC)C)C(=O)OC(C)(C)C)C2=C(C=C(C=C2)C(=O)OC)NS(=O)(=O)C)F tert-butyl 4-({2,2-difluoro-6-[2-methanesulfonamido-4-(methoxycarbonyl)phenyl]-7-azaspiro[3.5]nonan-7-yl}methyl)-5-methoxy-7-methylindole-1-carboxylate